ClC=1C=CC2=C(C(CO2)NC(=O)C=2C=CC3=C(N(C(=N3)C3=CC(=C(C(=C3)OC)OC)OC)[C@H]3C[C@@H](CC3)C(NC)=O)C2)C1 N-(5-chloro-2,3-dihydrobenzofuran-3-yl)-1-((1R,3R)-3-(methylcarbamoyl)cyclopentyl)-2-(3,4,5-trimethoxyphenyl)-1H-benzo[d]imidazole-6-carboxamide